C(C)(=O)ON=C(C1=CC(=CC=C1)CC(NS(=O)(=O)C1=CC=CC=C1)C=1SC2=C(N1)C=CC(=C2)OCCCC(=O)N)N [[amino-[3-[2-[6-(4-amino-4-oxo-butoxy)-1,3-benzothiazol-2-yl]-2-(benzenesulfonamido)ethyl]phenyl]methylene]amino] acetate